C(C)OC(CC1(CN(C1)C(=O)OC(C)(C)C)C=1C=C2C(=NC=NC2=CC1)OC)=O tert-Butyl 3-(2-ethoxy-2-oxoethyl)-3-(4-methoxyquinazolin-6-yl)azetidine-1-carboxylate